(4-(3-hydroxythietan-3-yl)phenyl)(4-((5-(trifluoromethyl)pyridin-2-yl)oxy)piperidin-1-yl)methanone OC1(CSC1)C1=CC=C(C=C1)C(=O)N1CCC(CC1)OC1=NC=C(C=C1)C(F)(F)F